COC1=CC=2CC3=CC=CC=C3N(C2C=C1OCCCN1CCCC1)CC1OCCCC1 2-methoxy-N-[(oxan-2-yl)methyl]-3-[3-(pyrrolidin-1-yl)propoxy]acridin